5,6-dihydroxy-2-(4-hydroxyphenyl)-4H-1-benzopyran-4-one OC1=C(C=CC2=C1C(C=C(O2)C2=CC=C(C=C2)O)=O)O